2-(6-bromo-3-methyl-2-oxo-2,3-dihydro-1H-imidazo[4,5-b]pyridin-1-yl)-N-(2-fluoroethyl)-N-methylacetamide BrC=1C=C2C(=NC1)N(C(N2CC(=O)N(C)CCF)=O)C